N-{2-[(1R,4R)-2-Oxa-5-azabicyclo[2.2.1]heptan-5-yl]-[1,3]thiazolo[5,4-c]pyridin-6-yl}-5-(oxan-4-yl)-6-[(pyrrolidin-1-yl)methyl]pyridin-2-amine [C@H]12OC[C@H](N(C1)C=1SC=3C=NC(=CC3N1)NC1=NC(=C(C=C1)C1CCOCC1)CN1CCCC1)C2